CC(C)CCC[C@@H](C)[C@H]1CC[C@H]2[C@@H]3C(NC4=CCCC[C@]4(C)[C@H]3CC[C@]12C)=O 6-Azacholest-4-en-7-one